C(#N)C=1C=C(C=NC1)S(=O)(=O)N(C(C(F)(F)F)C1=CC(=CC=C1)C(F)(F)F)CC 5-Cyano-N-ethyl-N-(2,2,2-trifluoro-1-(3-(trifluoromethyl)phenyl)ethyl)pyridine-3-sulfonamide